CNC1=CC=CC2=C(C=CC=C12)NC 1,5-dimethylaminonaphthalene